COC1=CC(=C(C=C1C1=C(C=CC=C1)OC)C1=C(C=CC=C1)OC)OC 1,3-dimethoxy-4,6-bis(2-methoxyphenyl)benzene